[C@H]12N(C[C@H](CC1)C2)CC(=O)NC=2C=C(C(=NC2)C)NC(=O)C=2C=NN1C2C=NC(=C1)N1N=CC=C1 N-(5-(2-((1S,4R)-2-azabicyclo[2.2.1]heptan-2-yl)acetamido)-2-methylpyridin-3-yl)-6-(1H-pyrazol-1-yl)pyrazolo[1,5-a]pyrazine-3-carboxamide